6-methyl-N-((3S,4S)-4-methylpyrrolidin-3-yl)-5-(pyrimidin-2-yl)pyridin-2-amine CC1=C(C=CC(=N1)N[C@@H]1CNC[C@@H]1C)C1=NC=CC=N1